Br.N1CCC(CC1)=O 4-Piperidone hydrobromide